CN(C(=O)C=1OC2=C(C1)C=C(C(=C2)C=2N=NC(=CN2)N([C@@H]2[C@@H]([C@H]1CC[C@@H](C2)N1C(=O)OC(C)(C)C)F)C)OCOC)C tert-butyl (1R,2S,3S,5S)-3-((3-(2-(dimethylcarbamoyl)-5-(methoxymethoxy) benzofuran-6-yl)-1,2,4-triazin-6-yl) (methyl) amino)-2-fluoro-8-azabicyclo[3.2.1]octane-8-carboxylate